3-cyclohexyl-6,7-dihydro-1H-cyclopentapyrimidine-2,4(3H,5H)-dione C1(CCCCC1)N1C(NC2=C(C1=O)CCC2)=O